FC1=CC=C(C=C1)N1N=C(C(=C1C)C(=O)N[C@@H](C(C)C)C(=O)N[C@H](CCC(=O)OCC)C(=O)OCC)C Diethyl (1-(4-fluorophenyl)-3,5-dimethyl-1H-pyrazole-4-carbonyl)-L-valyl-D-glutamate